Methylmagnesium tert-Butoxide CC(C)(C)[O-].C[Mg+]